3,3-dimethyl-2,4-dioxaspiro[5.6]dodec-9-ene-1,5-dione CC1(OC(C2(C(O1)=O)CCC=CCC2)=O)C